tert-butyl 3-(3-methoxyphenyl)-2,5-dihydro-1H-pyrrole-1-carboxylate COC=1C=C(C=CC1)C=1CN(CC1)C(=O)OC(C)(C)C